6'-{[(3S)-3-(2,3-Dichloro-6-fluorophenyl)-1-(prop-2-enoyl)pyrrolidin-3-yl]amino}-1'-methylspiro[cyclobutane-1,3'-indol]-2'-one ClC1=C(C(=CC=C1Cl)F)[C@@]1(CN(CC1)C(C=C)=O)NC1=CC=C2C3(C(N(C2=C1)C)=O)CCC3